C(CCCC)C(COC(CCCCCN(C(OCCN(CCOC(N(CCCCCC(=O)OCC(CCCCC)CCCCC)CCCCCCCC)=O)CCCN(CC)CC)=O)CCCCCCCC)=O)CCCCC bis(2-pentylheptyl)-12-(3-(diethylamino)propyl)-7,17-dioctyl-8,16-dioxo-9,15-dioxa-7,12,17-triazatricosanedioate